Methyl 3-chloro-4-fluoro-1-methyl-6,7-dihydro-5H-cyclopenta[c]pyridine-6-carboxylate Methyl-4-fluoro-1-methyl-3-oxo-3,5,6,7-tetrahydro-2H-cyclopenta[c]pyridine-6-carboxylate COC(=O)C1CC=2C(=C(NC(C2F)=O)C)C1.ClC1=C(C2=C(C(=N1)C)CC(C2)C(=O)OC)F